Cl\C(\C(F)(F)F)=C\C(F)(F)F (E)-2-chloro-1,1,1,4,4,4-hexafluorobut-2-ene